C[C@@H]1CN(C[C@@H](O1)C=1C=NNC1)S(=O)(=O)C1=CC=C(C=C1)C (2R,6S)-2-methyl-4-(p-tolylsulfonyl)-6-(1H-pyrazol-4-yl)morpholine